N1C(C2(C3=CC=CC=C13)NCCC2)=O Pyrrolidinespirooxindole